C(C=C)(=O)NN acrylic hydrazide